1,5-bis-(5-hydroxy-2-methylphenyl)-3-pentanone OC=1C=CC(=C(C1)CCC(CCC1=C(C=CC(=C1)O)C)=O)C